tert-butyl 1-(4-(tert-butoxy)-3,3-dimethyl-4-oxobutyl)-6,6-difluorotetrahydro-1H-pyrrolo[3,2-c]isoxazole-4(5H)-carboxylate C(C)(C)(C)OC(C(CCN1OCC2C1C(CN2C(=O)OC(C)(C)C)(F)F)(C)C)=O